1-(2-Chlorophenyl)-N-methylmethansulfonamid ClC1=C(C=CC=C1)CS(=O)(=O)NC